ClC=1N=C(N2N=C(N=CC21)N[C@H]2[C@@H](CN(CC2)P(=O)(C)C)F)CC(C)C (3R,4R)-N-[5-chloro-7-(2-methylpropyl)imidazo[4,3-f][1,2,4]triazin-2-yl]-1-(dimethylphosphoryl)-3-fluoropiperidin-4-amine